FC1([C@@H](CN(C1)C1COC1)NC1=NN2C(C(=N1)OC)=C(C=C2)C=2C=CC1=C(N(C=N1)CC(F)F)C2)F (R)-N-(4,4-difluoro-1-(oxetan-3-yl)pyrrolidin-3-yl)-5-(1-(2,2-difluoroethyl)-1H-benzo[d]imidazol-6-yl)-4-methoxypyrrolo[2,1-f][1,2,4]triazin-2-amine